ClC=1C=C(C=C(C1CC1=C(C(=C(C=C1)O)C(C)C)F)Cl)CC(=O)NC 2-(3,5-dichloro-4-(2-fluoro-4-hydroxy-3-isopropylbenzyl)phenyl)-N-methylacetamide